1,3-bis[3-(dimethylamino)propyl]Urea CN(CCCNC(=O)NCCCN(C)C)C